BrC(C1=NC=CC=C1)C1=CC=C(C=C1)Cl 2-(bromo(4-chlorophenyl)methyl)pyridine